CC=1C(=CC(=NC1C)C(=O)N1CCC(CC1)(C#N)C1=CC=CC=C1)C(=O)N1CCC(CC1)(C1=CC=CC=C1)C 1-[5,6-dimethyl-4-(4-methyl-4-phenyl-piperidine-1-carbonyl)pyridine-2-carbonyl]-4-phenyl-piperidine-4-carbonitrile